(S)-(2,7-dimethyl-3-(1-methyl-3-(trifluoromethyl)-1H-pyrazol-5-yl)-2,4,5,7-tetrahydro-6H-pyrazolo[3,4-c]pyridin-6-yl)(isoquinolin-1-yl)methanone CN1N=C2[C@@H](N(CCC2=C1C1=CC(=NN1C)C(F)(F)F)C(=O)C1=NC=CC2=CC=CC=C12)C